(S)-5-(3-(difluoromethyl)-6-(2-(ethoxymethoxy)-6-methyl-4-(trifluoromethyl)phenyl)-2H-pyrazolo[3,4-b]pyridin-2-yl)-1-methylpiperidin-2-one FC(C=1N(N=C2N=C(C=CC21)C2=C(C=C(C=C2C)C(F)(F)F)OCOCC)[C@H]2CCC(N(C2)C)=O)F